2-(3-((4-((3-chloro-4-(pyridin-2-ylmethoxy)phenyl)amino)-3-cyano-7-ethoxyquinolin-6-yl)amino)-3-oxoprop-1-en-1-yl)pyrrolidine-1-carboxylic acid tert-butyl ester C(C)(C)(C)OC(=O)N1C(CCC1)C=CC(=O)NC=1C=C2C(=C(C=NC2=CC1OCC)C#N)NC1=CC(=C(C=C1)OCC1=NC=CC=C1)Cl